CC(C(CSC1=NC=2C=3C(CCC2C=N1)=CSC3SC)=O)(C)C 3,3-dimethyl-1-((9-(methylthio)-5,6-dihydrothieno[3,4-h]quinazolin-2-yl)thio)butan-2-one